C(C)(C)(C)C1=NN(C(=C1)N)C1=NC=CC=N1 3-(tert-butyl)-1-(pyrimidin-2-yl)-1H-pyrazol-5-amine